1-glyceryl palmitate C(CCCCCCCCCCCCCCC)(=O)OCC(O)CO